CC1=CC(CC(C1)C)C 1,3,5-trimethyl-CyclohexaneN